CN(C(=O)C1=NC=CC=C1)CCC N-methyl-N-propylpyridinamide